allyl-5-bromo-6-hydroxy-2-(methylthio)pyrimidine-4-carboxamide C(C=C)NC(=O)C1=NC(=NC(=C1Br)O)SC